FC=1C=C(C=CC1N1CCCCC1)NC(=O)C=1N=C(OC1C)N1CC2(CC2)CC1 N-(3-fluoro-4-(piperidin-1-yl)phenyl)-5-methyl-2-(5-azaspiro[2.4]heptane-5-yl)oxazole-4-carboxamide